Triethylene glycol bis[(3-tert-butyl-4-hydroxy-5-methylphenyl)propionate] C(C)(C)(C)C=1C=C(C=C(C1O)C)C(C(=O)OCCOCCOCCOC(C(C)C1=CC(=C(C(=C1)C)O)C(C)(C)C)=O)C